O1C(=CC2=C1C=CC=C2)C(N2CCN(CC2)C2=CC=C(C=C2)OC)C2=NN=NN2C(C)(C)C 1-(benzofuran-2-yl(1-(tert-butyl)-1H-tetrazol-5-yl)methyl)-4-(4-methoxyphenyl)piperazine